NC1=NN=CC2=C1C(CC2C(=O)O)(C)C 1-amino-7,7-dimethyl-6,7-dihydro-5H-cyclopenta[d]pyridazine-5-carboxylic acid